3-(3-ethyl-4-oxo-spiro[6,8-dihydro-5H-pyrazolo[4,3-c]azepine-7,4'-tetrahydropyran]-1-yl)propyl 2-methylpyridine-3-carboxylate CC1=NC=CC=C1C(=O)OCCCN1N=C(C=2C(NCC3(CCOCC3)CC21)=O)CC